ClC=1C=C(C#N)C=C(C1N1N=CC=2C=NC(=CC21)NC2=NC=NC(=C2)N2CC(C(C2)O)F)F 3-chloro-5-fluoro-4-(6-((6-(3-fluoro-4-hydroxypyrrolidin-1-yl)pyrimidin-4-yl)amino)-1H-pyrazolo[4,3-c]pyridin-1-yl)benzonitrile